CC=1CCCC(C1)C=1C(=C(C(=CC1O)CCCCC)C1=NOC(=N1)C)O 5'-methyl-3-(5-methyl-1,2,4-oxadiazol-3-yl)-4-pentyl-1',2',3',4'-tetra-hydro-[1,1'-biphenyl]-2,6-diol